5'-deoxy-5-fluoro-N-[(pentyloxy)carbonyl]-cytidine FC=1C(=NC(N([C@H]2[C@H](O)[C@H](O)[C@@H](C)O2)C1)=O)NC(=O)OCCCCC